tert-butyl-(6-chlorohexyl) carbonate C(OCCCCCC(Cl)C(C)(C)C)([O-])=O